oxazol-2(3H)-one O1C(NC=C1)=O